C(C(=C)C)(=O)O.N(C)CC(=O)N sarcosinamide methacrylate